isopentyltripropylsilyl maleate C(\C=C/C(=O)[O-])(=O)O[Si](C(CC)CCC(C)C)(CCC)CCC